2,3,4-trichloroanisole ClC1=C(C=CC(=C1Cl)Cl)OC